C(CCCCCCCCCCCCCCCCCCCCCCC)(=O)NC(CO)C(C(CCCC)O)O 2-(N-Tetracosanoylamino)-1,3,4-octanetriol